2-(4-(4-Ethyl-6-methylpyridin-3-yl)-7-fluoro-6-(1,2,5,6-tetrahydropyridin-3-yl)-1H-indol-2-yl)(1-ethylpyrrolo[3,4-c]pyrazol-5(1H,4H,6H)-yl)methanone C(C)C1=C(C=NC(=C1)C)C1=C2C=C(NC2=C(C(=C1)C=1CNCCC1)F)N1N(C2=C(C1)CN(C2)C=O)CC